(1-(4-chloropyridin-2-yl)-1H-pyrazol-4-yl)methanol ClC1=CC(=NC=C1)N1N=CC(=C1)CO